3-(5'-hydroxymethyl-2'-furyl)-1-benzylindazole C1=CC=C(C=C1)CN2C3=CC=CC=C3C(=N2)C4=CC=C(O4)CO